C1(CC1)C(=O)O.C(\C=C(/C)\CCC=C(C)C)N Geranylamine cyclopropanecarboxylate